1,2-dilignoceroyl-sn-glycero-3-phosphocholine C(CCCCCCCCCCCCCCCCCCCCCCC)(=O)OC[C@@H](OC(CCCCCCCCCCCCCCCCCCCCCCC)=O)COP(=O)([O-])OCC[N+](C)(C)C